FC1(CCN(CCC1)C=1N=NC(=C(C1C(=O)OC)C)C1=CC=C(C=C1)OC)F methyl 3-(4,4-difluoroazepan-1-yl)-6-(4-methoxyphenyl)-5-methylpyridazine-4-carboxylate